N1C=C(C2=CC=CC=C12)CCCC(=O)O 4-indol-3-ylbutyric acid